C(C)(=O)C1=CC(=C(N=N1)C)N1C(C=C(C(=C1C)Cl)OCC1=NC=C(C=C1F)F)=O 1-(6-acetyl-3-methyl-pyridazin-4-yl)-5-chloro-4-[(3,5-difluoro-2-pyridinyl)methoxy]-6-methyl-pyridin-2-one